(2r,4r)-4-hydroxypyrrolidine-2-carboxylic acid methyl ester hydrochloride Cl.COC(=O)[C@@H]1NC[C@@H](C1)O